7-Bromo-6-methoxy-4-(3-(4-methylpiperazin-1-yl)propyl)-3,4-dihydro-2H-1,4-benzoxazin-3-one BrC1=CC2=C(N(C(CO2)=O)CCCN2CCN(CC2)C)C=C1OC